C(C)(C)C1=C(NC2=CC=C(C=C12)C1CCN(CC1)C(CC1CCOCC1)=O)C=1C=C(C=2N(C1)N=CN2)OC 1-(4-(3-isopropyl-2-(8-methoxy-[1,2,4]triazolo[1,5-a]pyridin-6-yl)-1H-indol-5-yl)piperidin-1-yl)-2-(tetrahydro-2H-pyran-4-yl)ethan-1-one